7-(4-chlorophenyl)-3,4-dihydro-2H-pyrano[2,3-b]pyridine ClC1=CC=C(C=C1)C1=CC=C2C(=N1)OCCC2